FC1=C(C=CC=C1C)C=1C=C2CC(C(C2=CC1)NC(O[C@@H]1CN2CCC1CC2)=O)(C)C (S)-quinuclidin-3-yl (5-(2-fluoro-3-methylphenyl)-2,2-dimethyl-2,3-dihydro-1H-inden-1-yl)carbamate